C(C)(C)OC1=C(C=CC=C1)[C@@H]1NCCCC1 (2R)-2-(2-isopropoxyphenyl)piperidine